CC(=O)C1=NC=CC=N1 Acetylpyrimidine